[Si](C)(C)(C(C)(C)C)OCCN(C(CCl)=O)CC(O)C1=C(C(=CC=C1OCOCC[Si](C)(C)C)Cl)Cl N-[2-[(tert-butyldimethylsilyl)oxy]ethyl]-2-chloro-N-[2-(2,3-dichloro-6-[[2-(trimethylsilyl)ethoxy]methoxy]phenyl)-2-hydroxyethyl]acetamide